(S)-N2-[1-(4-fluorophenyl)ethyl]-4-(1-methyl-1H-pyrazol-4-yl)-N6-(5-methylpyrazin-2-yl)pyridine-2,6-diamine FC1=CC=C(C=C1)[C@H](C)NC1=NC(=CC(=C1)C=1C=NN(C1)C)NC1=NC=C(N=C1)C